(R)-1-(tert-butoxycarbonyl)-2,5-dihydro-1H-pyrrole-2-carboxylic acid C(C)(C)(C)OC(=O)N1[C@H](C=CC1)C(=O)O